CS(=O)(=O)/C=C/[C@H](C)N (S,E)-4-Methylsulfonylbut-3-en-2-amine